FC=1C=NC(=NC1)O[C@H]1CN(C[C@@H]1OCC1=CC=C(C=C1)C(F)(F)F)C(=O)OC(C)(C)C tert-butyl (3S,4S)-3-((5-fluoropyrimidin-2-yl)oxy)-4-((4-(trifluoromethyl)benzyl)oxy)pyrrolidine-1-carboxylate